C(=O)NC=1C(=NN(C1)[C@@H](C(=O)OC)C)OC1COC1 |r| racemic-methyl 2-(4-formamido-3-(oxetan-3-yloxy)-1H-pyrazol-1-yl)propanoate